BrC1=CC=C(S1)CN1C(N(C(C=C1)=O)C)=O 1-((5-Bromothiophen-2-yl)methyl)-3-methylpyrimidine-2,4(1H,3H)-dione